6-(4-(4-(3-methyl-5-(trifluoromethyl)-1H-pyrazol-1-yl)benzyl)-4H-thieno[3,2-b]pyrrole-3-carboxamido)spiro[3.3]heptane-2-carboxylic acid CC1=NN(C(=C1)C(F)(F)F)C1=CC=C(CN2C3=C(C=C2)SC=C3C(=O)NC3CC2(CC(C2)C(=O)O)C3)C=C1